[N+](=O)([O-])C1=CC=C(C=C1)NC=1OC2=C(N1)C=C(C=C2)C(=O)OCC ethyl 2-((4-nitrophenyl)amino)benzo[d]Oxazole-5-carboxylate